CN1C(NC=C1)=O 3-methyl-2-oxo-2,3-dihydro-1H-imidazol